6-((2R,3S)-2-amino-3-fluorobutyl)-2-chloro-7-methyl-N-(thiophen-2-ylmethyl)pyrrolo[1,2-b]pyridazin-4-amine N[C@H](CC=1C=C2N(N=C(C=C2NCC=2SC=CC2)Cl)C1C)[C@H](C)F